tert-butyl (1r,4r)-4-aminocyclohexylcarbamate CC(C)(C)OC(=O)NC1CCC(CC1)N